BrC=1C(=CC=C2CN(C(C12)=O)C1C(NC(CC1)=O)=O)C(F)(F)F 3-(7-bromo-1-oxo-6-(trifluoromethyl)isoindolin-2-yl)piperidine-2,6-dione